rac-4-((2aS,3S,3aR,8bS,8cR)-6-chloro-8b-hydroxy-3-phenyl-2a,3,8b,8c-tetrahydroazeto[3'',2'':4',5']cyclopenta[1',2':4,5]furo[3,2-b]pyridin-3a(2H)-yl)benzonitrile ClC=1C=C2C(=NC1)[C@@]1([C@@](O2)([C@@H]([C@@H]2[C@H]1NC2)C2=CC=CC=C2)C2=CC=C(C#N)C=C2)O |r|